ClC1=CN=C(NC1=O)C1=CC(=NC=C1)F 5-chloro-2-(2-fluoro-4-pyridyl)-1H-pyrimidin-6-one